thioacetone CC(=S)C